(S)-1-methyl-N-(4-methyl-3-(((R)-1-(naphthalen-1-yl)ethyl)carbamoyl)phenyl)azepane-2-carboxamide CN1[C@@H](CCCCC1)C(=O)NC1=CC(=C(C=C1)C)C(N[C@H](C)C1=CC=CC2=CC=CC=C12)=O